NC=1C(=C(C=2NC3=CC=CC=C3C2C1)N)N triaminocarbazole